(R)-N-((S)-1-cyclohexylethyl)-2-methylpropane-2-sulfinamide C1(CCCCC1)[C@H](C)N[S@](=O)C(C)(C)C